FC(C=1C=C(OC2=CC(=CC=3N=CSC32)C=C)C=CC1)(F)F 7-[3-(trifluoromethyl)phenoxy]-5-vinyl-1,3-benzothiazole